3,4,5-Trihydroxy-N-(1H-indol-6-yl)benzamide (2-Hydroxyethyl)acrylat OCCOC(C=C)=O.OC=1C=C(C(=O)NC2=CC=C3C=CNC3=C2)C=C(C1O)O